FC(C1=CC=C(S1)N1CCN(CC1)C(=O)C1(CCCC1)NC1=CC=C(C#N)C=C1)(F)F 4-((1-(4-(5-(trifluoromethyl)thiophen-2-yl)piperazine-1-carbonyl)cyclopentyl)amino)benzonitrile